CC(CO)(CN1N=NC2=C1C=CC(=C2)C2=NOC(=N2)C=2C=NC=CC2C)C 2,2-dimethyl-3-(5-(5-(4-methylpyridin-3-yl)-1,2,4-oxadiazol-3-yl)-1H-benzo[d][1,2,3]triazol-1-yl)propan-1-ol